C(C1=CC=CC=C1)N1CC(C(CC1)(C(=O)OCC)CC1=C(C=CC=C1)Br)=O ethyl 1-benzyl-4-(2-bromobenzyl)-3-oxopiperidine-4-carboxylate